C(C)(C)(C)OC(=O)NC1CCC(CC1)(C(=O)O)F (1s,4s)-4-((tert-butoxycarbonyl)amino)-1-fluorocyclohexane-1-carboxylic acid